5-((4-chloro-5-((2,2'-dimethyl-3'-(4,4,5,5-tetramethyl-1,3,2-dioxaborolan-2-yl)-[1,1'-biphenyl]-3-yl)methoxy)-2-formylphenoxy)methyl)nicotinonitrile ClC1=CC(=C(OCC=2C=NC=C(C#N)C2)C=C1OCC=1C(=C(C=CC1)C1=C(C(=CC=C1)B1OC(C(O1)(C)C)(C)C)C)C)C=O